[Ni]=O.[Ir] Iridium-nickel oxide